N-(β-aminoethyl)γ-aminopropylmethyldimethoxysilane NCCNCCC[Si](OC)(OC)C